FC1=CC=C(C=C1)[B-](C1=CC=C(C=C1)F)(C1=CC=C(C=C1)F)C1=CC=C(C=C1)F.CN(C(N(C)C)=[NH2+])C tetramethylguanidinium tetrakis(4-fluorophenyl)borate